N1=CC=C(C=C1)C#CC=1C(OC2=CC(=CC=C2C1C1=CC=CC=C1)C)=O 3-(4-pyridyl)ethynyl-4-phenyl-7-methylcoumarin